propane-2,2-diyl-bis-(cyclohexane-1,4-diyl) terephthalate C1(C2=CC=C(C(=O)OC3CCC(CC3)C(C)(C)C3CCC(CC3)O1)C=C2)=O